pyridoindole N1C=CC2=CC=C3C(=C12)C=CC=N3